Methyl 4-chloro-5-(2-chlorophenyl)-5-hydroxy-6-[(4-methoxyphenyl)methyl]-7-oxo-5H,6H,7H-pyrrolo[3,4-b]pyridine-2-carboxylate ClC1=C2C(=NC(=C1)C(=O)OC)C(N(C2(O)C2=C(C=CC=C2)Cl)CC2=CC=C(C=C2)OC)=O